S(=O)([O-])[O-].CC1=CC=C(C=C1)[N-]C1=CC=C(C=C1)NC1=CC=CC=C1 4-methylphenyl-(4-anilinophenyl)amide sulfite